FC(C(C1=CC(=C(C(=C1)[N+](=O)[O-])O)C(C)C)C1=CC(=C(C(=C1)[N+](=O)[O-])O)C(C)C)(F)F 1,1,1-trifluoro-2,2-bis(3-isopropyl-5-nitro-4-hydroxyphenyl)ethane